CCCCCCCC/C=C\\CCCCCCCC(=O)OC[C@H](COP(=O)([O-])OCC[NH3+])OC(=O)CCCCCCC/C=C\\CCCCCC The molecule is a phosphatidylethanolamine 34:2 zwitterion obtained by transfer of a proton from the amino to the phosphate group of 1-oleoyl-2-palmitoleoyl-sn-glycero-3-phosphoethanolamine; major species at pH 7.3. It is a tautomer of a 1-oleoyl-2-palmitoleoyl-sn-glycero-3-phosphoethanolamine.